(S)-2-((3-((fluoromethyl)sulfonyl)phenoxy)methyl)oxirane FCS(=O)(=O)C=1C=C(OC[C@H]2OC2)C=CC1